ClP(C1=CC=CC=C1)C1=C(C=CC=C1)F chloro(2-fluorophenyl)phenylphosphine